BrCCCS(=O)(=O)N 3-bromopropane-1-sulfonamide